2-(1-methyl-1H-imidazol-4-yl)-N1-(5-(trifluoromethyl)pyridin-2-yl)benzene-1,4-diamine CN1C=NC(=C1)C1=C(C=CC(=C1)N)NC1=NC=C(C=C1)C(F)(F)F